C(C1=CC=CC=C1)OC(=O)N1CC=C(C12COCC2)OS(=O)(=O)C(F)(F)F 4-(((trifluoromethyl)sulfonyl)oxy)-7-oxa-1-azaspiro[4.4]non-3-ene-1-carboxylic acid benzyl ester